N-butanoyl-4-ferrocenyl-iminodiacetic acid C(CCC)(=O)N(C(C(=O)O)C=1C=C[CH-]C1)CC(=O)O.[CH-]1C=CC=C1.[Fe+2]